FC(C(=O)O)(F)F.C(C)OC(=O)C=1N(C2=CC(=C(C=C2C1)F)Cl)CCN 1-(2-aminoethyl)-6-chloro-5-fluoro-1H-indole-2-carboxylic acid ethyl ester trifluoroacetate salt